t-butylmethoxy-silane C(C)(C)(C)[SiH2]OC